7-Amino-4-methyl-coumarin NC1=CC=C2C(=CC(OC2=C1)=O)C